3,3-dimethylpiperazin CC1(CNCCN1)C